5-((1S,4S)-2,5-diazabicyclo[2.2.1]hept-2-yl)-2-(5-(8-methoxy-[1,2,4]triazolo[1,5-a]pyridin-6-yl)-4-(2,2,2-trifluoroethyl)-1H-pyrazol-3-yl)-4-methylthiazol [C@@H]12N(C[C@@H](NC1)C2)C2=C(N=C(S2)C2=NNC(=C2CC(F)(F)F)C=2C=C(C=1N(C2)N=CN1)OC)C